C(C)(C)N1N=CC=C1C(=O)O.NC=1N=C(SC1C(C1=CC=C(C=C1)F)=O)N(C1=CC=C(C=C1)Cl)[C@@H](C(=O)N)C (R)-2-(N-[4-amino-5-(4-fluorobenzoyl)thiazol-2-yl]-4-chloro-anilino)propionamide 1-isopropyl-1H-pyrazole-5-carboxylate